ClC1=CC(=CC=2C(N(C(COC21)C(F)(F)F)CC2=CC(=NC=C2)OC)=O)N2C=CC1=CC(=CC=C21)F 9-chloro-7-(5-fluoroindol-1-yl)-4-[(2-methoxypyridin-4-yl)methyl]-3-(trifluoromethyl)-2,3-dihydro-1,4-benzoxazepin-5-one